ethyl 2-(2-((5-(1-aminoisoquinolin-5-yl)-1-cyclobutyl-1H-indazol-3-yl)methoxy)-5-fluorophenyl)acetate NC1=NC=CC2=C(C=CC=C12)C=1C=C2C(=NN(C2=CC1)C1CCC1)COC1=C(C=C(C=C1)F)CC(=O)OCC